O=C1N(CC2=CC(=CC=C12)N1C(N(CC1)C1=CC=C(C=C1)C1(CC1)C(F)(F)F)=O)C1C(NC(CC1)=O)=O 3-(1-oxo-5-(2-oxo-3-(4-(1-(trifluoromethyl)cyclopropyl)phenyl)imidazolidin-1-yl)isoindolin-2-yl)piperidine-2,6-dione